N6-[(2R)-2-amino-2-phenyl-ethyl]-N4-cyclobutyl-1-methyl-pyrazolo[3,4-d]pyrimidine-4,6-diamine N[C@@H](CNC1=NC(=C2C(=N1)N(N=C2)C)NC2CCC2)C2=CC=CC=C2